OC=1C=C(C(=C(C1)NS(=O)(=O)C1=C(C=C(C=C1C(C)C)C(C)C)C(C)C)C)C(F)(F)F N-(5-Hydroxy-2-methyl-3-(trifluoromethyl)phenyl)-2,4,6-triisopropylbenzene-sulfonamide